Cl.NC=1C(=C(C=C2C=C(N=CC12)NC(O[C@H]1COC[C@@H]1C)=O)C1=C(C2=C(OCCN2)N=C1)CC)F (3R,4S)-4-Methyltetrahydrofuran-3-yl (8-amino-6-(8-ethyl-2,3-dihydro-1H-pyrido[2,3-b][1,4]oxazin-7-yl)-7-fluoroisoquinolin-3-yl)carbamate hydrochloride